(2-cyclopropyl-5-nitrobenzo[d]oxazol-6-yl)-N-trityl-L-serine methyl ester COC([C@@H](N(C(C1=CC=CC=C1)(C1=CC=CC=C1)C1=CC=CC=C1)C1=CC2=C(N=C(O2)C2CC2)C=C1[N+](=O)[O-])CO)=O